BrC=1C=C(C=CC1)C(CC(F)(F)F)N[S@](=O)C(C)(C)C (R)-N-(1-(3-bromophenyl)-3,3,3-trifluoropropyl)-2-methylpropane-2-sulfinamide